(2S,3S)-ethyl 3-((2-(2-chloro-5-trityl-5H-pyrrolo[2,3-b]pyrazin-7-yl)-6-(phenylethynyl)pyrimidin-4-yl)amino)bicyclo[2.2.2]octane-2-carboxylate ClC=1N=C2C(=NC1)N(C=C2C2=NC(=CC(=N2)N[C@@H]2[C@H](C1CCC2CC1)C(=O)OCC)C#CC1=CC=CC=C1)C(C1=CC=CC=C1)(C1=CC=CC=C1)C1=CC=CC=C1